4-(methoxymethyl)-2-(4-(trifluoromethyl)phenyl)quinoline-7-carboxylic acid COCC1=CC(=NC2=CC(=CC=C12)C(=O)O)C1=CC=C(C=C1)C(F)(F)F